5-((5-(6-(((1R,3S)-3-aminocyclopentyl)oxy)-3-fluoro-2-methoxyphenyl)-1H-pyrazol-3-yl)amino)pyrazine-2-carbonitrile N[C@@H]1C[C@@H](CC1)OC1=CC=C(C(=C1C1=CC(=NN1)NC=1N=CC(=NC1)C#N)OC)F